(2-Acetamido-5-ethylpyridin-4-yl)carbamic acid tert-butyl ester C(C)(C)(C)OC(NC1=CC(=NC=C1CC)NC(C)=O)=O